NC=1C(=NC(=CC1)Cl)C(=O)O 3-amino-6-chloropicolinic acid